C1(CC1)C[C@@H](C(=O)N1C[C@]2(CC1C(=O)N)C(NC1=C(O2)C=C(C=C1F)F)=O)NC r-((S)-3-cyclopropyl-2-(methylamino)propanoyl)-5,7-difluoro-3-oxo-3,4-dihydrospiro[benzo[b][1,4]oxazine-2,3'-pyrrolidine]-5'-carboxamide